ClC1=CC=C(C=C1)C=1C2=CC=CC=C2C=2C=CC(=CC2C1)C1=CC=CC2=CC=CC=C12 9-(4-chlorophenyl)-2-(naphthalen-1-yl)phenanthrene